CC1=C(C=C(C=C1)C12NCC(CC1)C2C(=O)N)C2=NC=CC=C2 (4-methyl-3-(pyridin-2-yl)phenyl)-2-azabicyclo[2.2.1]heptane-7-carboxamide